NC1=C(C=NN1CC)C(=O)NCC#CC1=NN2C(C=CC=C2N[C@H]2[C@H](CN(CC2)C)F)=C1CC(F)(F)F 5-amino-1-ethyl-N-[3-(7-{[(3S,4R)-3-fluoro-1-methylpiperidin-4-yl]amino}-3-(2,2,2-trifluoroethyl)pyrazolo[1,5-a]pyridin-2-yl)prop-2-yn-1-yl]-1H-pyrazole-4-carboxamide